ClC1=NC=CC(=C1)NC(=O)C=1C(=NC=C(C1)C(F)(F)F)OC1=C(C=C(C=C1)OC(F)(F)F)Cl N-(2-chloro-4-pyridinyl)-2-[2-chloro-4-(trifluoromethoxy)phenoxy]-5-(trifluoromethyl)pyridine-3-carboxamide